NC1=CC=CC(=N1)S(=O)(=O)NC(=O)C=1C(=NC(=CC1)C)N1C(C[C@@H](C1)C)(C)C N-[(6-Amino-2-pyridyl)sulfonyl]-6-methyl-2-[(4S)-2,2,4-trimethylpyrrolidin-1-yl]pyridin-3-carboxamid